((5-ethyl-6-fluoro-4-(4,4,5,5-tetramethyl-1,3,2-dioxaborolan-2-yl)naphthalen-2-yl)oxy)triisopropylsilane C(C)C1=C2C(=CC(=CC2=CC=C1F)O[Si](C(C)C)(C(C)C)C(C)C)B1OC(C(O1)(C)C)(C)C